Cl[Si](CCl)(Cl)Cl trichloro(chloromethyl)silane